C12CN(CC(N1)C2)C2=C(C=NC=1NC3=C(C=C(C(=C3C12)F)F)NC)C=1C=NC=C(C#N)C1 5-(4-(3,6-diazabicyclo[3.1.1]heptan-3-yl)-5,6-difluoro-8-(methylamino)-9H-pyrido[2,3-b]indol-3-yl)nicotinonitrile